N=1C=C(N2C1COCC2)C=O (5,6-dihydro-8H-imidazo[2,1-c][1,4]oxazin-3-yl)methanone